CC(=CCCCCC)S(=O)(=O)O 1-methylheptenesulfonic acid